C1(CC1)C#N cyclopropane-1-nitrile